(2-(4-fluoro-3-(pyridin-3-yl)phenylamino)-5-methylpyrimidin-4-ylamino)benzo[d]oxazol-2(3H)-one FC1=C(C=C(C=C1)NC1=NC=C(C(=N1)NN1C(OC2=C1C=CC=C2)=O)C)C=2C=NC=CC2